CC1=C(C#N)C(=CC=C1NC=1C=CC2=C(OCC(N2)=O)C1)N1CCC(CC1)C(F)(F)F 2-Methyl-3-((3-oxo-3,4-dihydro-2H-benzo[b][1,4]oxazin-7-yl)amino)-6-(4-(trifluoromethyl)piperidin-1-yl)benzonitrile